(E)-3-(4-(4-((2-(4-chloro-3-methylphenoxy)-2-methylpropanoyl)oxy)butoxy)-3-methoxyphenyl)acrylic acid ClC1=C(C=C(OC(C(=O)OCCCCOC2=C(C=C(C=C2)/C=C/C(=O)O)OC)(C)C)C=C1)C